ClC=1C=CC2=C(N(C3=C(CC2)C=CC=C3)CCCCCN3C(C2=CC=CC=C2C3=O)=O)C1 2-[5-(3-chloro-10,11-dihydro-5H-dibenzo[b,f]azepin-5-yl)pentyl]-1H-isoindole-1,3(2H)-dione